4-chloro-5-(4-cyano-6-trifluoromethyl-pyridin-3-yl)-2-(2-methanesulfonylamino-ethoxy)-N-(2-methoxy-phenyl)-N-methyl-benzamide ClC1=CC(=C(C(=O)N(C)C2=C(C=CC=C2)OC)C=C1C=1C=NC(=CC1C#N)C(F)(F)F)OCCNS(=O)(=O)C